chloro-2-(4-(2,4-difluorophenoxy)piperidin-1-yl)-3-(1-methyl-1H-pyrazol-4-yl)pyrido[3,4-b]pyrazine ClC1=NC=CC=2C1=NC(=C(N2)N2CCC(CC2)OC2=C(C=C(C=C2)F)F)C=2C=NN(C2)C